1-(6-(6-chloro-8-fluoro-7-(5-methyl-1H-indazol-4-yl)-2-(((S)-1-methylpyrrolidin-2-yl)methoxy)quinazolin-4-yl)-2,6-diazaspiro[3.4]oct-2-yl)prop-2-en-1-one ClC=1C=C2C(=NC(=NC2=C(C1C1=C2C=NNC2=CC=C1C)F)OC[C@H]1N(CCC1)C)N1CC2(CN(C2)C(C=C)=O)CC1